(S)-benzyl 2-(2,6-dichloro-3-nitrobenzamido)-3-(3-((R)-2,3-dihydro-1H-inden-1-yl)ureido)propanoate ClC1=C(C(=O)N[C@H](C(=O)OCC2=CC=CC=C2)CNC(=O)N[C@@H]2CCC3=CC=CC=C23)C(=CC=C1[N+](=O)[O-])Cl